C1NCC2C1CN(C2)C2=CN1C(=NC(=CC1=O)C=1C=C(C=3N(N1)C=C(N3)C)C)S2 2-(2,3,3a,4,6,6a-hexahydro-1H-pyrrolo[3,4-c]pyrrol-5-yl)-7-(2,8-dimethylimidazo[1,2-b]pyridazin-6-yl)thiazolo[3,2-a]pyrimidin-5-one